[amino({3-[(2S)-2-benzenesulfonamido-2-(1H-imidazol-2-yl)ethyl]phenyl})methylidene]amino acetate C(C)(=O)ON=C(C1=CC(=CC=C1)C[C@@H](C=1NC=CN1)NS(=O)(=O)C1=CC=CC=C1)N